C(C)(C)(C)C=1C=C(C=C(C1O)C(C)(C)C)CC=1C(=C(C(=C(C1C)CC1=CC(=C(C(=C1)C(C)(C)C)O)C(C)(C)C)C)CC1=CC(=C(C(=C1)C(C)(C)C)O)C(C)(C)C)C 4-[[3,5-Bis[(3,5-di-tert-butyl-4-hydroxyphenyl)methyl]-2,4,6-trimethylphenyl]methyl]-2,6-di-tert-butylphenol